iridium (III) dichloro(1-p-tert-butylphenyl-4-cyanoisoquinoline) ClC1=C2C(=C(N=C(C2=CC=C1)C1=CC=C(C=C1)C(C)(C)C)Cl)C#N.[Ir+3]